N'-(2-chloro-5-fluoro-phenyl)-4-(cyclopentylamino)-6-(1-tetrahydropyran-2-ylpyrazol-4-yl)pyrrolo[1,2-b]pyridazine-3-carboxamidine ClC1=C(C=C(C=C1)F)N=C(N)C1=C(C=2N(N=C1)C=C(C2)C=2C=NN(C2)C2OCCCC2)NC2CCCC2